3-(3-bromophenyl)-3-(4-methyl-4H-1,2,4-triazol-3-yl)cyclobutan-1-ol BrC=1C=C(C=CC1)C1(CC(C1)O)C1=NN=CN1C